CN1N=CC(=C1)S(=O)(=O)N1CCC(CC1)NC1=NC=C(C(=N1)C1=CC(=NS1)C)C(F)(F)F N-(1-((1-methyl-1H-pyrazol-4-yl)sulfonyl)piperidin-4-yl)-4-(3-methylisothiazol-5-yl)-5-(trifluoromethyl)pyrimidin-2-amine